C(C)NC(=O)C1=NC=CC=C1 N-ethylpyridincarboxamide